CC1=C(C=CC=C1NC(C1=NC=C(C(=C1)C1CC1)CN1CC(C1)(C)O)=O)C1=C(C(=CC=C1)NC(C1=NC=C(C(=C1)C1CC1)CN1CC(C1)(O)C)=O)C N,N'-(2,2'-dimethyl-[1,1'-biphenyl]-3,3'-diyl)bis(4-cyclopropyl-5-((3-hydroxy-3-methylazetidin-1-yl)methyl)picolinamide)